[Pd](Cl)Cl.NP(CCCC)(C12CC3CC(CC(C1)C3)C2)(C23CC1CC(CC(C2)C1)C3)C3=C(C=CC=C3)C3=CC=CC=C3 amino-1,1'-biphenyl-2-yl-bis(adamantan-1-yl)(butyl)phosphine palladium chloride